1-(5-(2-chlorophenyl-ethyl)-2,3-dihydro-1H-inden-1-yl)piperidine-4-carboxylic acid methyl ester COC(=O)C1CCN(CC1)C1CCC2=CC(=CC=C12)CCC1=C(C=CC=C1)Cl